CN1N=CC(=C1)C1=CC(=NC(=N1)C=1C=NN(C1)C)C(=O)O 6-(1-methyl-1H-pyrazol-4-yl)-2-(1-methyl-1H-pyrazol-4-yl)pyrimidine-4-carboxylic acid